2-(azetidin-1-yl)ethyl (S)-6-diazo-2-((S)-2-methoxypropanamido)-5-oxohexanoate [N+](=[N-])=CC(CC[C@@H](C(=O)OCCN1CCC1)NC([C@H](C)OC)=O)=O